1,2-bis(phenyl)-tetrafluoroethane C1(=CC=CC=C1)C(C(C1=CC=CC=C1)(F)F)(F)F